tert-Butyl 3-cyano-3-(1-(difluoromethyl)-1H-pyrazol-3-yl)piperidine-1-carboxylate C(#N)C1(CN(CCC1)C(=O)OC(C)(C)C)C1=NN(C=C1)C(F)F